(E)-N,N-dimethyl-4-(2-(4,4,5,5-tetramethyl-1,3,2-dioxaborolan-2-yl)vinyl)aniline CN(C1=CC=C(C=C1)\C=C\B1OC(C(O1)(C)C)(C)C)C